Ethyl (E)-2-(ethoxymethylene)-3-oxobutanoate C(C)O\C=C(\C(=O)OCC)/C(C)=O